CN(C1=NC=NC(=C1C1=NC=C2C(=N1)N(N=C2)CC2=CC=C(C=C2)N2N=C(C=C2C)C(F)(F)F)C)C N,N,6-trimethyl-5-(1-(4-(5-methyl-3-(trifluoromethyl)-1H-pyrazol-1-yl)benzyl)-1H-pyrazolo[3,4-d]pyrimidin-6-yl)pyrimidin-4-amine